β-glycidoxypropyl-triethoxysilane tert-butyl-(S)-3-amino-pyrrolidine-1-carboxylate C(C)(C)(C)OC(=O)N1C[C@H](CC1)N.C(C1CO1)OC(C[Si](OCC)(OCC)OCC)C